C1C(CC12CCOCC2)NC(=O)C2=CC=NC=1N2N=CC1C(=O)N N7-(7-oxaspiro[3.5]nonan-2-yl)pyrazolo[1,5-a]pyrimidine-3,7-dicarboxamide